4-(2-(5-methyl-2-(phenyl-d5)oxazol-4-yl)ethoxy)benzo[b]thiophene-7-carbaldehyde CC1=C(N=C(O1)C1=C(C(=C(C(=C1[2H])[2H])[2H])[2H])[2H])CCOC1=CC=C(C=2SC=CC21)C=O